2-(5-fluoro-1H-indol-6-yl)-4-[[5-(4-hydroxy-1-piperidyl)-2-pyridyl]amino]-6H-1,6-naphthyridin-5-one FC=1C=C2C=CNC2=CC1C1=NC=2C=CNC(C2C(=C1)NC1=NC=C(C=C1)N1CCC(CC1)O)=O